heptamethyl-disilazane Methyl-6-(2-chloro-5-(isobutyrylaminomethyl)benzoylamino)-1H-indole-2-carboxylate COC(=O)C=1NC2=CC(=CC=C2C1)NC(C1=C(C=CC(=C1)CNC(C(C)C)=O)Cl)=O.C[Si](N([Si](C)(C)C)C)(C)C